ClC=1C(=NC=C(C1[C@H]1N([C@@H](CC2=C1NC1=CC=CC=C21)C(F)(F)F)C[C@@H](C(=O)O)C)F)OCCNCCCF (S)-3-((1R,3S)-1-(3-chloro-5-fluoro-2-(2-((3-fluoropropyl)amino)ethoxy)pyridin-4-yl)-3-(trifluoromethyl)-1,3,4,9-tetrahydro-2H-pyrido[3,4-b]indol-2-yl)-2-methylpropanoic acid